C(#N)[C@H](C[C@H]1C(NCCC1)=O)NC([C@H](CC1CC1)NC(=O)C=1NC2=CC(=CC(=C2C1)OC)F)=O N-[(1S)-2-[[(1S)-1-cyano-2-[(3S)-2-oxo-3-piperidyl]ethyl]amino]-1-(cyclopropylmethyl)-2-oxo-ethyl]-6-fluoro-4-methoxy-1H-indole-2-carboxamide